tert-butyl 9-((4-(4-((((9H-fluoren-9-yl) methoxy) carbonyl) amino)-2-methylphenyl) piperidin-1-yl) methyl)-3-azaspiro[5.5]undecane-3-carboxylate C1=CC=CC=2C3=CC=CC=C3C(C12)COC(=O)NC1=CC(=C(C=C1)C1CCN(CC1)CC1CCC2(CCN(CC2)C(=O)OC(C)(C)C)CC1)C